OC1=CC(=CC=2C(C3=C(C=C(C=C3C(C12)=O)C)O)=O)OC 1,5-dihydroxy-3-methoxy-7-methyl-anthraquinone